C(C)(C)(C)OOC(C)(C)C1=CC=C(C=C1)C(C)(C)OOC(C)(C)C 1,4-Bis[(t-Butyl-Peroxy)Isopropyl]Benzene